C(C)(C)(C)OC(CC#N)=O cyanoacetic acid tertiary butyl ester